N-[6-(6,7-dimethoxyquinolin-4-yl)oxy-5-fluoropyridin-3-yl]-5-(4-fluorophenyl)-1-(1-methylazetidin-3-yl)-4-oxopyridine-3-carboxamide COC=1C=C2C(=CC=NC2=CC1OC)OC1=C(C=C(C=N1)NC(=O)C1=CN(C=C(C1=O)C1=CC=C(C=C1)F)C1CN(C1)C)F